1-[(2R,4S,5R)-4-[(tert-butyldimethylsilyl)oxy]-5-(hydroxymethyl)oxolan-2-yl]-3H-pyrimidine-2,4-dione [Si](C)(C)(C(C)(C)C)O[C@H]1C[C@@H](O[C@@H]1CO)N1C(NC(C=C1)=O)=O